5'-Ethyl-2'-(5-fluoro-2-((5-(1-methylpiperidin-4-yl)pyridin-2-yl)amino)pyrimidin-4-yl)-3'-methylspiro[cyclopropane-1,6'-thieno[2,3-c]pyrrol]-4'(5'H)-one C(C)N1C2(C3=C(C1=O)C(=C(S3)C3=NC(=NC=C3F)NC3=NC=C(C=C3)C3CCN(CC3)C)C)CC2